C(=O)C=1C=C(C#N)C=C(N1)C 2-FORMYL-6-METHYLISONICOTINONITRILE